Methyl 6-(3-methyl-1-((2-(trimethylsilyl)ethoxy)methyl)-1H-pyrrolo[2,3-b]pyridin-4-yl)nicotinate CC1=CN(C2=NC=CC(=C21)C2=NC=C(C(=O)OC)C=C2)COCC[Si](C)(C)C